6-Hydroxydopamine hydrochloride Cl.OC1=CC(=C(C=C1CCN)O)O